N-(2-(2-chloropyridin-4-yl)-4,4,4-trifluorobutan-2-yl)-2-methylpropane-2-sulfinamide ClC1=NC=CC(=C1)C(C)(CC(F)(F)F)NS(=O)C(C)(C)C